2-(2-chloroisonicotinoyl)hydrazine-1-carbothioamide ClC=1C=C(C(=O)NNC(N)=S)C=CN1